8-(4-(2-morpholinylethoxy)pyridin-2-yl)-N-(6-(piperazin-1-yl)pyridin-3-yl)quinazolin-2-amine N1(CCOCC1)CCOC1=CC(=NC=C1)C=1C=CC=C2C=NC(=NC12)NC=1C=NC(=CC1)N1CCNCC1